[N+](=O)([O-])C1=CC=C(C(=O)C=2C(=NN(C2C2=CC=C(C=C2)[N+](=O)[O-])CC(=O)C2=CC=C(C=C2)[N+](=O)[O-])C(=O)OCC)C=C1 ethyl 4-(4-nitrobenzoyl)-5-(4-nitrophenyl)-1-(2-(4-nitrophenyl)-2-oxoethyl)-1H-pyrazole-3-carboxylate